O1CCN(CC1)C1=C2C(=NC(=N1)C1=CC=C(C=C1)NC(OC)=O)N(N=C2)C2CCN(CC2)CC=2C=NC=CC2 methyl 4-(4-morpholino-1-(1-(pyridin-3-ylmethyl)piperidin-4-yl)-1H-pyrazolo[3,4-d]pyrimidin-6-yl)phenylcarbamate